C12(CC3CC(CC(C1)C3)C2)O 1-adamantanol